N-(6-(3,3-dimethylpiperazin-1-yl)pyridazin-3-yl)-6-ethoxy-2-methyl-2H-indazole-5-carboxamide hydrochloride Cl.CC1(CN(CCN1)C1=CC=C(N=N1)NC(=O)C1=CC2=CN(N=C2C=C1OCC)C)C